methyl 4-(2-((4-((tert-butoxycarbonyl)amino)piperidin-1-yl)sulfonyl)ethyl)benzoate C(C)(C)(C)OC(=O)NC1CCN(CC1)S(=O)(=O)CCC1=CC=C(C(=O)OC)C=C1